N[SiH]=O aminosilaneAl